(9-fluoro-6-isopropyl-7-oxo-1,8-dihydropyrazolo[4,3-g]quinolin-5-yl) trifluoromethanesulfonate FC(S(=O)(=O)OC1=C(C(NC2=C(C3=C(C=C12)C=NN3)F)=O)C(C)C)(F)F